NC1=NC=C(C=C1OCC=1C=C(C=CC1)C#CC(C)(O)C)C=1C=NN(C1)C1CCN(CC1)C([2H])([2H])[2H] 4-(3-(((2-amino-5-(1-(1-trideuteromethylpiperidin-4-yl)-1H-pyrazol-4-yl)pyridin-3-yl)oxy)methyl)phenyl)-2-methylbut-3-yn-2-ol